(5-(5-chloro-2-methoxypyridin-4-yl)-1H-pyrazole-3-carbonyl)-N-(4-(difluoromethoxy)benzyl)piperidine-4-carboxamide ClC=1C(=CC(=NC1)OC)C1=CC(=NN1)C(=O)N1CCC(CC1)C(=O)NCC1=CC=C(C=C1)OC(F)F